C(C1=CC=CC=C1)NC([C@H](C)NC(OC(C)C)=O)=O Isopropyl (S)-(1-(benzylamino)-1-oxopropan-2-yl)carbamate